FC=1C=NN(C1)C[C@](C(=O)NC=1C=CC(=NC1)C(=O)N)(C)O (S)-5-(3-(4-fluoro-1H-pyrazol-1-yl)-2-hydroxy-2-methylpropionamido)pyridinecarboxamide